Methyl 1-benzyl-6-chloro-7-((3,4-dihydroquinolin-1(2H)-yl) methyl)-5-oxo-8-(3-(trifluoromethyl) phenyl)-1,2,3,5-tetrahydroimidazo[1,2-a]pyridine-3-carboxylate C(C1=CC=CC=C1)N1CC(N2C1=C(C(=C(C2=O)Cl)CN2CCCC1=CC=CC=C21)C2=CC(=CC=C2)C(F)(F)F)C(=O)OC